1-(2-methyl-5-propylthiophen-3-yl)-9H-pyrido[3,4-b]indole CC=1SC(=CC1C1=NC=CC2=C1NC1=CC=CC=C21)CCC